C(C)(C)(C)OC(=O)N1C[C@@H]2[C@H](C1)CC(C2)=O Cis-5-oxo-hexahydrocyclopenta[c]pyrrole-2(1H)-carboxylic acid tert-butyl ester